Cl.ClC=1C=CC2=C(C3=C4C(CCNC4C2)=CC(=C3)O)C1 10-chloro-5,6,6a,7-tetrahydro-4H-dibenzo[de,g]quinolin-2-ol hydrochloride